1-(4-(3-((4-amino-5-(4-chloro-3-methylphenyl)-7-methyl-7H-pyrrolo[2,3-d]pyrimidin-6-yl)ethynyl)azetidin-1-yl)piperidin-1-yl)prop-2-en-1-one NC=1C2=C(N=CN1)N(C(=C2C2=CC(=C(C=C2)Cl)C)C#CC2CN(C2)C2CCN(CC2)C(C=C)=O)C